C1=CC=CC=2CCCCC3=C(C21)C=CC=C3 cis-dibenzocyclooctane